1,6-decalindicarboxylic acid C1(CCCC2CC(CCC12)C(=O)O)C(=O)O